BrC1=CC(=C(O[C@H](C(=O)O)CF)C=C1)Cl (R)-2-(4-bromo-2-chlorophenoxy)-3-fluoropropionic acid